1-tert-Butyl-3-[5-cyano-2-[3-(4-cyanophenyl)phenoxy]phenyl]sulfonyl-urea C(C)(C)(C)NC(=O)NS(=O)(=O)C1=C(C=CC(=C1)C#N)OC1=CC(=CC=C1)C1=CC=C(C=C1)C#N